dicarboxyl-diphenylmethane (3,3-difluoro-1-methylcyclobutyl)carbamate FC1(CC(C1)(C)NC(O)=O)F.C(=O)(O)C(C1=CC=CC=C1)(C1=CC=CC=C1)C(=O)O